7-bromo-6-(((1R,4r)-4-((R)-3-hydroxypiperidin-1-yl)cyclohexyl)amino)benzo[d]thiazole-2-carbonitrile BrC1=C(C=CC=2N=C(SC21)C#N)NC2CCC(CC2)N2C[C@@H](CCC2)O